COC1=CC2=C(OC[C@@H]3N2CCOC3)C=C1NC=1N=C(C3=C(N1)SC=C3)NC3=C(C=CC=C3)P(C)(C)=O (R)-(2-((2-((9-methoxy-1,2,4a,5-tetrahydro-4H-benzo[b][1,4]oxazino[4,3-d][1,4]oxazin-8-yl)amino)thieno[2,3-d]pyrimidin-4-yl)amino)phenyl)dimethylphosphine oxide